ClC1=C2C(=NC(=N1)Cl)N(N=C2)COCC[Si](C)(C)C 4,6-dichloro-1-((2-(trimethylsilyl)ethoxy)methyl)-1H-pyrazolo[3,4-d]pyrimidine